C(CC=CCC)O (E)- and (Z)-3-hexenol